OC(=O)C(F)(F)F.CC(CC(=O)OCCN(C)CCNC1=C2C(=NC(=N1)C1=CC=C(C=C1)NS(=O)(=O)C1=C(C=CC(=C1)Cl)F)NN=C2C)C 2-{[2-({6-[4-(5-chloro-2-fluorobenzenesulfonamido)phenyl]-3-methyl-1H-pyrazolo[3,4-d]pyrimidin-4-yl}amino)ethyl](methyl)amino}ethyl 3-methylbutanoate TFA salt